[Cl-].ClC1=C(C=C(OC[C@H](C)[NH3+])C=C1)C1(CC1)NC(CC)=O [(1S)-2-[4-chloro-3-[1-(propanoylamino)cyclopropyl]phenoxy]-1-methyl-ethyl]ammonium chloride